1-(3-(6-(4-fluorophenyl)-4-(5-(2-methoxyethyl)-1,3,4-oxadiazol-2-yl)pyridin-3-yl)pyrrolidin-1-yl)prop-2-en-1-one FC1=CC=C(C=C1)C1=CC(=C(C=N1)C1CN(CC1)C(C=C)=O)C=1OC(=NN1)CCOC